methyl (3-{3-[(2-tert-butyl-1,1-dioxido-3-oxo-5-phenyl-2,3-dihydroisothiazol-4-yl)amino]propoxy}phenyl)acetate C(C)(C)(C)N1S(C(=C(C1=O)NCCCOC=1C=C(C=CC1)CC(=O)OC)C1=CC=CC=C1)(=O)=O